tert-butyl 6-cyano-8-fluoro-3,4-dihydroisoquinoline-2(1H)-carboxylate C(#N)C=1C=C2CCN(CC2=C(C1)F)C(=O)OC(C)(C)C